ClC=1C=C(SC1)C=1N=C(SC1)NC1=CC=CC=C1 (4-chlorothien-2-yl)-N-phenylthiazol-2-amine